tert-Butyl 3-((2-amino-2-oxoethyl)(methyl)amino)-5'-bromo-4'-chlorospiro[cyclopentane-1,3'-pyrrolo[2,3-b]pyridine]-1'(2'H)-carboxylate NC(CN(C1CC2(CN(C3=NC=C(C(=C32)Cl)Br)C(=O)OC(C)(C)C)CC1)C)=O